CC=1C=C(C(=O)O)C=CC1OC1=NC=C(C=C1[N+](=O)[O-])C 3-methyl-4-[(5-methyl-3-nitropyridin-2-yl)oxy]benzoic acid